C(#N)[C@H](C[C@H]1C(NCC1)=O)NC(=O)[C@@H]1[C@H]2C([C@H]2CN1C([C@H](C(C)(C)C)NC(=O)C1=NC=CC(=C1)C(F)(F)F)=O)(C)C (1R,2S,5S)-N-((S)-1-cyano-2-((S)-2-oxopyrrolidin-3-yl)ethyl)-3-((S)-3,3-dimethyl-2-(4-(trifluoromethyl)pyridineamido)butanoyl)-6,6-dimethyl-3-azabicyclo[3.1.0]hexane-2-carboxamide